O1-tert-butyl O2-methyl (S)-5,5-difluoropiperidine-1,2-dicarboxylate FC1(CC[C@H](N(C1)C(=O)OC(C)(C)C)C(=O)OC)F